butane-1,2-diyl bis(diisopropylcarbamate) C(C)(C)N(C(OCC(CC)OC(N(C(C)C)C(C)C)=O)=O)C(C)C